C(C)(C)(C)OC(=O)NC1=C(C=C(C=C1)C1=CC=C(C=C1)F)NC(=O)C1=CC=C(C=C1)S(=NC(OC(C)(C)C)=O)(=O)CC tert-butyl N-[[4-[[2-(tert-butoxycarbonylamino)-5-(4-fluorophenyl)phenyl]carbamoyl]phenyl]-ethyl-oxo-sulfanylidene]carbamate